C[Si](C)(C)C#CC1=CC=C2C(=NNC2=C1)N 6-((trimethylsilyl)ethynyl)-1H-indazol-3-amine